(((4-(hydroxymethyl)-3-nitrobenzyl)oxy)methyl)cyclohexane-1-carboxylic acid OCC1=C(C=C(COCC2(CCCCC2)C(=O)O)C=C1)[N+](=O)[O-]